7-(1-ethyl-1,2,3,6-tetrahydropyridin-4-yl)-2-(6-methylpyrazolo[1,5-a]pyrazin-2-yl)-4H-pyrido[1,2-a]pyrimidin-4-one C(C)N1CCC(=CC1)C=1C=CC=2N(C(C=C(N2)C2=NN3C(C=NC(=C3)C)=C2)=O)C1